C(C1=CC=CC=C1)OC(=O)N1CC(C1)CS(=O)(=O)C1CN(C1)C(=O)OC(C)(C)C tert-butyl 3-((1-(benzyloxycarbonyl)azetidin-3-yl)methylsulfonyl)azetidine-1-carboxylate